ClC=1C=C(C=CC1)S(=O)(=O)N(C)[C@@H]1COCC=2NC(C=3C=C(C(=CC3C21)F)F)=O (S)-3-chloro-N-(8,9-difluoro-6-oxo-1,4,5,6-tetrahydro-2H-pyrano[3,4-c]isoquinolin-1-yl)-N-methylbenzenesulfonamide